BrC1=CN(C(C2=NC(=C(N=C21)C)C)=O)[C@@H]2C[C@@H](OCC2)C=2C=NN(C2)C2CC2 8-bromo-6-[(2R,4S)-2-(1-cyclopropyl-1H-pyrazol-4-yl)tetrahydro-2H-pyran-4-yl]-2,3-dimethylpyrido[3,4-b]pyrazin-5(6H)-one